2-((ethoxycarbonyl)amino)-4-methyl-5-(4-nitrophenyl)thiophene-3-carboxylic acid ethyl ester C(C)OC(=O)C1=C(SC(=C1C)C1=CC=C(C=C1)[N+](=O)[O-])NC(=O)OCC